N-((1r,4r)-4-hydroxycyclohexyl)-2-(1H-imidazol-1-yl)pyrimidine-4-carboxamide OC1CCC(CC1)NC(=O)C1=NC(=NC=C1)N1C=NC=C1